ClC1=CC=C(C=C1)C=1N=C(N2N=CN=C(C21)O)CC=2N=NN(C2)C2=C(C=CC=C2)F 5-(4-chlorophenyl)-7-{[1-(2-fluorophenyl)-1H-1,2,3-triazol-4-yl]Methyl}imidazo[5,1-f][1,2,4]Triazin-4-ol